(Z)-tert-butyl (2-amino-2-(hydroxyimino)ethyl)(3,5-dichloro-4-((5-isopropyl-1-methyl-6-oxo-1,6-dihydropyridazin-3-yl)thio)phenyl)carbamate N\C(\CN(C(OC(C)(C)C)=O)C1=CC(=C(C(=C1)Cl)SC1=NN(C(C(=C1)C(C)C)=O)C)Cl)=N/O